(1S,3r)-3-((((1S,2R)-2-((2-(2,6-dioxopiperidin-3-yl)-1-oxoisoindolin-5-yl)oxy)cyclohexyl)amino)methyl)-1-methylcyclobutane-1-carbonitrile O=C1NC(CC[C@H]1N1C(C2=CC=C(C=C2C1)O[C@H]1[C@H](CCCC1)NCC1CC(C1)(C#N)C)=O)=O